F[C@H]1[C@@H](C1)C(=O)N1C2CN(CC1CC2)C2=C1C(=NC=C2)NC(=N1)C1CN(CCO1)C ((1S,2R)-2-fluorocyclopropyl)(3-(2-(4-methylmorpholin-2-yl)-3H-imidazo[4,5-b]pyridin-7-yl)-3,8-diazabicyclo[3.2.1]oct-8-yl)methanone